C(C)N1C[C@@H](CCC1)NC=1OC=2C(=NC(=CC2)C2=C(C=3CCOC3C=C2)O)N1 5-[2-[[(3R)-1-ethyl-3-piperidyl]amino]oxazolo[4,5-b]pyridin-5-yl]coumaran-4-ol